(R)-4-amino-N-(1-(4-methoxyphenyl)ethyl)benzenesulfonamide NC1=CC=C(C=C1)S(=O)(=O)N[C@H](C)C1=CC=C(C=C1)OC